C(C(=C)C)(=O)OCCCCCCCCOC(C(=C)C)=O 1,8-octanediol dimethacrylate